COC=1C=CC(=NC1)COC=1C=CC2=C(N=C(O2)C=2C=CC(NC2)=O)C1 5-{5-[(5-methoxypyridin-2-yl)methoxy]-1,3-benzoxazol-2-yl}-1,2-dihydropyridin-2-one